trans-3-[(4-Fluorophenoxy)methyl]-4-methyl-2-[2-methyl-5-(pyrazin-2-yl)-1,3-thiazol-4-carbonyl]-2-azabicyclo[3.1.1]heptan FC1=CC=C(OCC2N(C3CC(C2C)C3)C(=O)C=3N=C(SC3C3=NC=CN=C3)C)C=C1